(2S,3S,4R,5R)-5-(2-benzyl-6-(methylamino)-9H-purin-9-yl)-N-ethyl-3,4-dihydroxyltetrahydrofuran-2-carboxamide C(C1=CC=CC=C1)C1=NC(=C2N=CN(C2=N1)[C@H]1[C@@H]([C@@H]([C@H](O1)C(=O)NCC)O)O)NC